The molecule is a member of the class of pyranoindolizinoquinolines that is (4S)-pyrano[3',4':6,7]indolizino[1,2-b]quinoline-3,14-dione bearing two additional ethyl substituents at positions 4 and 11 as well as two additional hydroxy substituents at positions 4 and 9. It is the active metabolite of irinotecan and is ~1000 times more active than irinotecan itself. It has a role as an apoptosis inducer, an EC 5.99.1.2 (DNA topoisomerase) inhibitor, a drug metabolite and an antineoplastic agent. It is a pyranoindolizinoquinoline, a delta-lactone, a tertiary alcohol and a member of phenols. CCC1=C2CN3C(=CC4=C(C3=O)COC(=O)[C@@]4(CC)O)C2=NC5=C1C=C(C=C5)O